{[5-chloro-6-cyano-7-(1-ethylcyclobutyl)pyrrolo[2,1-f][1,2,4]triazin-2-yl]amino}-1-methanesulfonylpiperidin-3-yl (2S)-2-[(tert-butoxycarbonyl)amino]-3-methylbutanoate C(C)(C)(C)OC(=O)N[C@H](C(=O)OC1C(N(CCC1)S(=O)(=O)C)NC1=NN2C(C=N1)=C(C(=C2C2(CCC2)CC)C#N)Cl)C(C)C